Methyl 2-(6,8,9-trimethyl-5,6-dihydrophenanthridin-6-yl)acetate CC1(NC=2C=CC=CC2C2=CC(=C(C=C12)C)C)CC(=O)OC